N-{6-[2-methyl-2-(1-methylimidazol-4-yl)propionyl] Pyridin-3-yl}carbamate CC(C(=O)C1=CC=C(C=N1)NC([O-])=O)(C)C=1N=CN(C1)C